(4-Hydroxybenzoyl)choline OC1=CC=C(C(=O)OCC[N+](C)(C)C)C=C1